(S)-4-amino-5,5,5-trifluoropentanoic acid N[C@@H](CCC(=O)O)C(F)(F)F